C1(CCCCCCC1)C(C#CC1(CN2CCC1CC2)OC)(O)C2=CC=CC=C2 1-Cyclooctyl-3-(3-methoxy-1-aza-bicyclo[2.2.2]oct-3-yl)-1-phenyl-prop-2-yn-1-ol